tert-butyl (3-(tert-butyl)-5-(1-(2,5-dimethoxyphenyl)-5-methyl-1H-1,2,3-triazole-4-carboxamido)phenyl)glycinate C(C)(C)(C)C=1C=C(C=C(C1)NC(=O)C=1N=NN(C1C)C1=C(C=CC(=C1)OC)OC)NCC(=O)OC(C)(C)C